C(C1=CC=CC=C1)OC1=C2C(=C(N(C2=CC=C1)C1=CC=C(C=C1)F)C(C(=O)OCC)(F)F)C1=CC=C(C(=O)OCC2=CC=CC=C2)C=C1 benzyl 4-[4-benzyloxy-2-(2-ethoxy-1,1-difluoro-2-oxo-ethyl)-1-(4-fluorophenyl)indol-3-yl]benzoate